4-(4-(2-Cyclobutylimidazo[4,5-d]pyrrolo[2,3-b]pyridin-1(6H)-yl)-1H-pyrazol-1-yl)butanenitrile C1(CCC1)C1=NC=2C(=C3C(=NC2)NC=C3)N1C=1C=NN(C1)CCCC#N